2,5-dibromovaleric acid ethyl ester C(C)OC(C(CCCBr)Br)=O